4-ethynyl-6,7-dimethoxyquinazoline C(#C)C1=NC=NC2=CC(=C(C=C12)OC)OC